COC1=NC(=CC=C1NC(=O)C=1C(=NOC1C)C1=CC=CC=C1)C=1C(=NN(C1C)C)C N-[2-Methoxy-6-(1,3,5-trimethylpyrazol-4-yl)-3-pyridyl]-5-methyl-3-phenyl-isoxazole-4-carboxamide